nonadec-1-en C=CCCCCCCCCCCCCCCCCC